2-Fluoro-6-(trifluoromethyl)-N-(1,1,3-trimethyl-2,3-dihydro-1H-inden-4-yl)benzamid FC1=C(C(=O)NC2=C3C(CC(C3=CC=C2)(C)C)C)C(=CC=C1)C(F)(F)F